FC1([C@H](C1)C(=O)NCC=1SC(=NN1)C=1N(C2=CC=CC(=C2C1)NC1CCN(CC1)C)CC(F)(F)F)F |r| (+/-)-2,2-difluoro-N-[(5-{4-[(1-methylpiperidin-4-yl)amino]-1-(2,2,2-trifluoroethyl)-1H-indol-2-yl}-1,3,4-thiadiazol-2-yl)methyl]cyclopropane-1-carboxamide